FC(CC(C(=O)NC1=NC=CC(=C1)C1=C(C=2C(=NC(=CN2)C)N1)C1=NC=CC=C1)C1=CC=C(C=C1)F)F 4,4-difluoro-2-(4-fluorophenyl)-N-{4-[3-methyl-7-(pyridin-2-yl)-5H-pyrrolo[2,3-b]pyrazin-6-yl]pyridin-2-yl}butanamide